O[C@H]1CN(CC1)CCCOC=1C(=C(C=CC1)C1=C(C(=CC=C1)OCCCNCCNC(C)=O)C)C (R)-N-(2-((3-((3'-(3-(3-hydroxypyrrolidin-1-yl)propoxy)-2,2'-dimethyl-[1,1'-biphenyl]-3-yl)oxy)propyl)amino)ethyl)acetamide